3-[[4-[3-fluoro-5-methoxy-2-(2H-tetrazol-5-yl)phenyl]piperazin-1-yl]methyl]pyridazine FC=1C(=C(C=C(C1)OC)N1CCN(CC1)CC=1N=NC=CC1)C=1N=NNN1